CC1=NOC(=C1C1=CC=C2C(=N1)NC=C2C2=NC(=NC=C2C(F)(F)F)N[C@@H]2[C@H](CCC2)N2C[C@H](CC2)F)C 4-[6-(3,5-dimethylisoxazol-4-yl)-1H-pyrrolo[2,3-b]pyridin-3-yl]-N-[(1S,2S)-2-[(3S)-3-fluoropyrrolidin-1-yl]cyclopentyl]-5-(trifluoromethyl)pyrimidin-2-amine